tert-butyl 8-bromo-7-(2-(5-chloropyridin-2-yl)-2-hydroxyethoxy)-1-methyl-3,4-dihydroisoquinoline-2(1H)-carboxylate BrC=1C(=CC=C2CCN(C(C12)C)C(=O)OC(C)(C)C)OCC(O)C1=NC=C(C=C1)Cl